OCCC(CN)(S(=O)(=O)O)CCO bis(2-hydroxyethyl)-2-aminoethanesulfonic acid